ethyl 6-(4-(1-(3-(tert-butoxy)-2,2-dimethyl-3-oxopropyl)-1H-pyrazol-3-yl)cyclohexyl)-4-(2-chloro-3,4-difluorophenyl)-2-(thiazol-2-yl)-1,4-dihydropyrimidine-5-carboxylate C(C)(C)(C)OC(C(CN1N=C(C=C1)C1CCC(CC1)C1=C(C(N=C(N1)C=1SC=CN1)C1=C(C(=C(C=C1)F)F)Cl)C(=O)OCC)(C)C)=O